tert-butyl 2-(diethoxyphosphoryl)-3-(3-(4-(pentafluoro-λ6-sulfaneyl)phenyl)-1,2,4-oxadiazol-5-yl)propanoate C(C)OP(=O)(OCC)C(C(=O)OC(C)(C)C)CC1=NC(=NO1)C1=CC=C(C=C1)S(F)(F)(F)(F)F